lead-cesium [Cs].[Pb]